(4-(2-(3,10-dimethyl-2,3,4,4a,5,6-hexahydro-1H-pyrazino[1,2-a]quinolin-8-yl)-5-tosyl-5H-pyrrolo[2,3-b]pyrazin-7-yl)phenyl)(2-oxa-6-azaspiro[3.3]heptan-6-yl)methanone CN1CC2N(C3=C(C=C(C=C3CC2)C=2N=C3C(=NC2)N(C=C3C3=CC=C(C=C3)C(=O)N3CC2(COC2)C3)S(=O)(=O)C3=CC=C(C)C=C3)C)CC1